3,3'-dinitro-4,4'-dichlorodiphenyl sulfone C1=CC(=C(C=C1S(=O)(=O)C2=CC(=C(C=C2)Cl)[N+](=O)[O-])[N+](=O)[O-])Cl